ClC1=CC2=C(C(N3[C@@H](CO2)CN(CC3)C(=O)OC(C)(C)C)=O)C(=N1)N1CCOC3(CCC3)C1 tert-Butyl (R)-chloro-12-oxo-1-(5-oxa-8-azaspiro[3.5]nonan-8-yl)-6a,7,9,10-tetrahydro-6H-pyrazino[2,1-c]pyrido[3,4-f][1,4]oxazepine-8(12H)-carboxylate